C1(NCN2C1=CN=CC2)C(=O)OC methyl tetrahydroimidazo[1,5-a]pyrazine-1-carboxylate